C1C2CC3(CC1CC(C2)(C3)Br)Br dibromoadamantane